2-(8-(4-((tert-Butyldimethylsilyl)oxy)butyl)-2,8-diazaspiro[4.5]decan-2-yl)propane-1,3-diol [Si](C)(C)(C(C)(C)C)OCCCCN1CCC2(CCN(C2)C(CO)CO)CC1